3-((5-chloro-2-((2-(difluoromethoxy)-4-(4-methylpiperazin-1-yl)phenyl)amino)pyrimidin-4-yl)amino)thiophene-2-carboxamide ClC=1C(=NC(=NC1)NC1=C(C=C(C=C1)N1CCN(CC1)C)OC(F)F)NC1=C(SC=C1)C(=O)N